[Cl-].[Cl-].C[Si](=[Zr+2](C1C(=CC2=C(C=3CCCC3C=C12)C1=CC(=CC(=C1)C)C)C)C1C(=CC2=C(C(=C(C=C12)C(C)(C)C)OC)C1=CC(=CC(=C1)C)C)C)C Trans-dimethylsilanediyl-[2-methyl-4-(3,5-dimethylphenyl)-5-methoxy-6-tert-butylinden-1-yl][2-methyl-4-(3,5-dimethylphenyl)-1,5,6,7-tetrahydro-s-indacen-1-yl]zirconium dichloride